Cl.O1CC(CC2=C1C=CC=C2)N 3,4-dihydro-2H-1-benzopyran-3-amine hydrochloride